COC(=O)C=1C=C2N(CC(NC2=C(C1)[N+](=O)[O-])CC=C)CCCOC 2-allyl-4-(3-methoxypropyl)-8-nitro-1,2,3,4-tetrahydroquinoxaline-6-carboxylic acid methyl ester